CC=1NC(=C(C1C(C)=O)C1=CC=C(C=C1)OC1=CC=CC=C1)C=1NC=2C(=NC(=CC2)N2CCN(CC2)C)N1 1-{2-methyl-5-[5-(4-methylpiperazin-1-yl)-1H-imidazo[4,5-b]pyridin-2-yl]-4-(4-phenoxyphenyl)-1H-pyrrol-3-yl}ethan-1-one